tert-Butyl (4R)-4-(4-[3-cyano-4-methoxypyrazolo[1,5-a]pyridin-6-yl]-5-methylpyrazol-1-yl)azepane-1-carboxylate C(#N)C=1C=NN2C1C(=CC(=C2)C=2C=NN(C2C)[C@H]2CCN(CCC2)C(=O)OC(C)(C)C)OC